N-(3-hydroxy-1-(methylamino)-1-oxopropan-2-yl)-2-methyl-5-(pyridin-2-ylmethoxy)benzofuran OCC(C(=O)NC)N1C(C=CC=C1)COC=1C=CC2=C(C=C(O2)C)C1